S1C(NCCCC1)C1SCCCCN1 1,3-thiazepanyl-(1,3-thiazepane)